1-benzyl-N-(1,7-dimethyl-2-oxo-4,5-dihydro-3H-imidazo[1,5-a][1,3]diazepin-3-yl)-1,2,4-triazole-3-carboxamide C(C1=CC=CC=C1)N1N=C(N=C1)C(=O)NC1C(N(C=2N(CC1)C(=NC2)C)C)=O